[2,6-dimethoxy-4-[5-(1-methylpyrazol-4-yl)benzimidazol-1-yl]phenyl]-(3-ethyl-3-hydroxy-azetidin-1-yl)methanone COC1=C(C(=CC(=C1)N1C=NC2=C1C=CC(=C2)C=2C=NN(C2)C)OC)C(=O)N2CC(C2)(O)CC